2-[(2S)-1,4-Dioxolan-2-ylmethyl]-N-[(5-methylpyrazin-2-yl)methyl]-8-(trifluoromethyl)-4,5-dihydro-2H-furo[2,3-g]indazole-7-carboxamide O1[C@H](COC1)CN1N=C2C3=C(CCC2=C1)OC(=C3C(F)(F)F)C(=O)NCC3=NC=C(N=C3)C